NC1=CC=CC(=N1)S(=O)(=O)NC(=O)C=1C(=NC(=CC1)C1=CC=CC=C1)N1[C@H](CC[C@H]1C)C N-[(6-Amino-2-pyridyl)sulfonyl]-2-[(2S,5R)-2,5-dimethylpyrrolidin-1-yl]-6-phenylpyridin-3-carboxamid